[W+4].[Ni+2].[O-2].[Ta+5] tantalum oxide nickel tungsten